CC1(C2=CC=CC=C2C=2C=CC(=CC12)C=1C=C(C=CC1)B(O)O)C [3-(9,9-dimethyl-9H-fluoren-2-yl)phenyl]boronic acid